(4,4-Difluoropiperidin-1-yl)(2-(5-(2-hydroxypropan-2-yl)-1,3,4-oxadiazol-2-yl)thiazol-4-yl)Ketone FC1(CCN(CC1)C1=C(N=C(S1)C=1OC(=NN1)C(C)(C)O)C(=O)C=1N=C(SC1N1CCC(CC1)(F)F)C=1OC(=NN1)C(C)(C)O)F